5-amino-N-methylpyridine-2-carboxamide NC=1C=CC(=NC1)C(=O)NC